(5-bromo-2-fluorophenyl)-8-chloro-N-methyl-[1,2,4]triazolo[4,3-a]quinazolin-5-amine BrC=1C=CC(=C(C1)C1=NN=C2N1C1=CC(=CC=C1C(=N2)NC)Cl)F